C1=C(C=CC2=CC=CC=C12)C1=CC=CC=2CC3=CC=CC(=C3C12)C1=CC2=CC=CC=C2C=C1 4,5-di(2-naphthyl)fluorene